3-methoxycinnamic acid-1-d COC=1CC(C=CC(=O)O)(C=CC1)[2H]